1-(4-((7-(piperidin-1-yl)heptyl)amino)phenyl)dihydropyrimidine-2,4(1H,3H)-dione N1(CCCCC1)CCCCCCCNC1=CC=C(C=C1)N1C(NC(CC1)=O)=O